1-(2-Aminoethyl)-3,7-dimethyl-3,7-dihydro-1H-purine-2,6-dione NCCN1C(N(C=2N=CN(C2C1=O)C)C)=O